7-[(1S)-1-hydroxy-1-methyl-propyl]-2-(1H-pyrazol-4-yl)-12-oxa-3-thia-6-azatricyclo[6.4.1.04,13]trideca-1,4(13),7-trien-5-one O[C@](CC)(C)C=1NC(C=2SC(=C3OCCCC1C32)C=3C=NNC3)=O